C(C(O)C)(=O)OC(CCCCCCCCCCC)CCCCCCCC octyldodecyl lactat